N-aminoglutamic acid NN[C@@H](CCC(=O)O)C(=O)O